FC1=CC=C(C=C1)S(=O)(=O)NC=1C=C(C=O)C=CC1 3-(p-fluorobenzenesulfonylamino)benzaldehyde